C(C)N(C=1C=C2CCC[C@H](C2=CC1)CNC=1C=NC=CC1C(=O)O)C1=CC=CC=C1 3-({[(1R)-6-[ethyl-(phenyl)amino]-1,2,3,4-tetrahydronaphthalen-1-yl]methyl}amino)pyridine-4-carboxylic acid